FC=1C(=NN(C1)C)SCC1=CC=C(C=C1)OC 4-fluoro-3-((4-methoxybenzyl)thio)-1-methyl-1H-pyrazole